tert-butyl ((1S,2R)-2-((6-(2-chloro-3-ethoxy-6-fluorophenyl)quinazolin-2-yl)amino)cyclopentyl)carbamate ClC1=C(C(=CC=C1OCC)F)C=1C=C2C=NC(=NC2=CC1)N[C@H]1[C@H](CCC1)NC(OC(C)(C)C)=O